C(C)OC(=O)N1C=NC=C1 1-(ethoxycarbonyl)imidazole